O=C(CN1C(CCC1=O)=O)N1CC2=CC(=CC=C2CC1)OC1=CC=C(C=C1)C(F)(F)F 1-(2-oxo-2-(7-(4-(trifluoromethyl)phenoxy)-3,4-dihydroisoquinolin-2(1H)-yl)-ethyl)pyrrolidine-2,5-dione